N-[2-[3,4-dichloro-2-(2,6-difluoro-3-methoxy-benzoyl)anilino]-1-methyl-2-oxo-ethyl]carbamic acid tert-butyl ester C(C)(C)(C)OC(NC(C(=O)NC1=C(C(=C(C=C1)Cl)Cl)C(C1=C(C(=CC=C1F)OC)F)=O)C)=O